FC=1C=CC=C2OCCCOC3=C(N=CC(C4=NNC5=CN=C(C12)C=C45)=C3)N3CCN(CC3)C 16-fluoro-5-(4-methylpiperazin-1-yl)-7,11-dioxa-4,19,22,23-tetraazapentacyclo[16.5.2.12,6.012,17.021,24]hexacosa-1(23),2(26),3,5,12,14,16,18,20,24-decaene